diphenylsilylbis(2,4-dimethylcyclopentadienyl)zirconium dichloride [Cl-].[Cl-].C1(=CC=CC=C1)[SiH](C1=CC=CC=C1)[Zr+2](C1C(=CC(=C1)C)C)C1C(=CC(=C1)C)C